4-(2,2-dimethylpropyl-1,1-d2)-5-(methyl-d3)-2-(7-phenyldibenzo[b,d]furan-4-yl)pyridine CC(C([2H])([2H])C1=CC(=NC=C1C([2H])([2H])[2H])C1=CC=CC2=C1OC1=C2C=CC(=C1)C1=CC=CC=C1)(C)C